5-nonylresorcinol C(CCCCCCCC)C=1C=C(C=C(O)C1)O